FC(OC=1C=NC(=NC1)N[C@@H]1C[C@H](CC1)NC1=CC=C(C=N1)N1C(C=C(C=C1)C(=O)O)=O)F 6'-(((1S,3S)-3-((5-(difluoromethoxy)pyrimidin-2-yl)-amino)cyclopentyl)amino)-2-oxo-2H-[1,3'-bipyridine]-4-carboxylic acid